6-(4-methylpiperazin-1-yl)-N-{(1R)-1-[3-(trifluoromethyl)phenyl]ethyl}pyrido[2,3-d]pyrimidin-4-amine CN1CCN(CC1)C1=CC2=C(N=CN=C2N[C@H](C)C2=CC(=CC=C2)C(F)(F)F)N=C1